(1-(3-fluoro-5-methoxyphenyl)-1H-pyrazol-4-yl)methanol FC=1C=C(C=C(C1)OC)N1N=CC(=C1)CO